C(C=C)OC1(CC1)C(=O)N(C)OC 1-(allyloxy)-N-methoxy-N-methylcyclopropane-1-carboxamide